FC=1C=CC(=C(C1)C1C[C@H](CN1)O)O (3R)-5-(5-fluoro-2-hydroxyphenyl)pyrrolidin-3-ol